S(=O)(=O)(C1=CC=C(C)C=C1)O[C@@H]1C[C@H](NC1)C(=O)OC methyl (2S,4R)-4-(tosyloxy)pyrrolidine-2-carboxylate